[Ru+3].C1(=CC=CC=C1)C([PH2+]CCCCCC(C1=CC=CC=C1)(C1=CC=CC=C1)C1=CC=CC=C1)[PH2+]CCCCCC(C1=CC=CC=C1)(C1=CC=CC=C1)C1=CC=CC=C1 phenylmethylenebis(triphenylhexylphosphonium) ruthenium